C(C)OC1=CC=C(C=C1)C1=CN=CC(=N1)C(=O)NCCN1C(C=CC=C1)=O 6-(4-ethoxyphenyl)-N-(2-(2-oxopyridin-1(2H)-yl)ethyl)pyrazine-2-carboxamide